C1(=CC=CC=C1)[SiH](OCC)OCC 1-phenyldiethoxysilane